3-((4'-oxo-2H-spiro[benzofuran-3,1'-cyclohexan]-6-yl)amino)piperidine-2,6-dione O=C1CCC2(CC1)COC1=C2C=CC(=C1)NC1C(NC(CC1)=O)=O